2-(2,6-dichloro-4-nitrophenoxy)-4-iodo-5-methoxypyridine ClC1=C(OC2=NC=C(C(=C2)I)OC)C(=CC(=C1)[N+](=O)[O-])Cl